ClC1=CC=C(C=N1)NC1=NC=CC=C1[N+](=O)[O-] N-(6-chloro-3-pyridinyl)-3-nitro-pyridin-2-amine